N-(1-cyclobutyl-3-(3,3-difluorocyclobutyl)-4-methyl-1H-pyrazol-5-yl)-3,3-difluoro-1-methylcyclobutane-1-carboxamide C1(CCC1)N1N=C(C(=C1NC(=O)C1(CC(C1)(F)F)C)C)C1CC(C1)(F)F